C(CCC)OC1=CC=CC(=N1)C1=CC(=C(C(=C1)F)N1CCC(CC1)CC(=O)O)F 2-[1-[4-(6-butoxy-2-pyridinyl)-2,6-difluoro-phenyl]-4-piperidinyl]acetic acid